C(C)(C)(C)C1CC=C(CC1)C[N+](=O)[O-] 4-(tert-butyl)-1-(nitromethyl)cyclohex-1-ene